FC(N1N=CC(=C1)NC1=NN2C(C=CC=C2OC=2C=C(C=CC2)NC(C=C)=O)=N1)F N-(3-(2-(1-(difluoromethyl)-1H-pyrazol-4-ylamino)-[1,2,4]triazolo[1,5-a]pyridin-5-yloxy)phenyl)acrylamide